CON(C(=O)C1CNCCC1)C piperidine-3-carboxylic acid methoxy-methyl-amide